9-chloro-7-(2-(3-methyl-7,8-dihydro-1,6-naphthyridin-6(5H)-yl)ethyl)-2-(pyridin-2-yl)-7H-pyrazolo[4,3-e][1,2,4]Triazolo[1,5-c]Pyrimidin-5-amine ClC1=NN(C2=C1C=1N(C(=N2)N)N=C(N1)C1=NC=CC=C1)CCN1CC=2C=C(C=NC2CC1)C